(3R)-3-hydroxypiperidin O[C@H]1CNCCC1